NC1=C(C=C(C=C1F)Br)C1CC12NC(CC2)=O (2-amino-5-bromo-3-fluorophenyl)-4-azaspiro[2.4]heptan-5-one